4-(furo[3,2-c]pyridin-4-yl)-N-[trans-4-(2-hydroxy-2-methylpropoxy)cyclohexyl]benzamide O1C=CC=2C(=NC=CC21)C2=CC=C(C(=O)N[C@@H]1CC[C@H](CC1)OCC(C)(C)O)C=C2